8-(4,4,5,5-Tetramethyl-1,3,2-dioxaborolan-2-yl)-1,2,3,4-tetrahydronaphthalene-1-carbonitrile CC1(OB(OC1(C)C)C=1C=CC=C2CCCC(C12)C#N)C